C(CCCCCCCCCCCCCCCCCCCCCCCCCCC)(=O)[O-].[Pb+2].C(CCCCCCCCCCCCCCCCCCCCCCCCCCC)(=O)[O-] lead montanate